7-((2-cyanoethyl)amino)-2,3-dihydro-4H-benzo[b][1,4]Oxazine-4-carboxylic acid tert-butyl ester C(C)(C)(C)OC(=O)N1C2=C(OCC1)C=C(C=C2)NCCC#N